(1-(piperidin-4-yl)ethyl)pyrazolo[1,5-a]Pyridine N1CCC(CC1)C(C)C1=NN2C(C=CC=C2)=C1